ClC1=CC=C(C=N1)C=1OC(=NN1)C(F)(F)F 2-(6-chloropyridin-3-yl)-5-(trifluoromethyl)-1,3,4-oxadiazole